5-[5-(6-carbamoyl-1-methyl-1H-pyrazolo[4,3-c]pyridin-4-yl)-1H-1,2,4-triazol-3-yl]-1-ethyl-1H-pyrazole-3-carboxylic acid C(N)(=O)C1=CC2=C(C(=N1)C1=NC(=NN1)C1=CC(=NN1CC)C(=O)O)C=NN2C